6-Methylsulfanyl-5-trifluoromethyl-1H-benzoimidazol CSC=1C(=CC2=C(NC=N2)C1)C(F)(F)F